CC(=CCC/C(=C/CC/C(=C/CC/C=C(\C)/CC/C=C(\C)/CCC1C(O1)(C)C)/C)/C)C 2,3-oxidosqualene